FC1=CC2=C(SC(=C2C)S(=O)(=O)NC2=C(C=C(C=C2)C=2OC=C(N2)C(=O)O)S(=O)(=O)C)C=C1 2-[4-(5-fluoro-3-methylbenzo[b]thiophene-2-sulfonylamino)-3-methanesulfonylphenyl]oxazole-4-carboxylic acid